NC1=C2C(=NC=N1)N(N=C2C=2C=CC(=C(C2)N(S(=O)(=O)C)C)OC)[C@@H](C)C=2C=C1N(C(C2C2=CC(=CC=C2)F)=O)C(=CS1)C (S)-N-(5-(4-amino-1-(1-(6-(3-fluorophenyl)-3-methyl-5-oxo-5H-thiazolo[3,2-a]pyridin-7-yl)ethyl)-1H-pyrazolo[3,4-d]pyrimidin-3-yl)-2-methoxyphenyl)-N-methylmethanesulfonamide